dimethylaminopropyl-methacrylamide N-(3-chloro-2-hydroxypropyl)trimethylammonium salt ClCC(C[N+](C)(C)C)O.CN(C)CCCC=C(C(=O)[NH-])C